C1(CCCCC1)N1C=NC(=C1C1=NC(=NC=C1)NC1CCCC1)C1=CC=C(C=C1)F 4-(1-Cyclohexyl-4-(4-fluorophenyl)-1H-imidazol-5-yl)-N-cyclopentylpyrimidin-2-amine